tetrapropoxytitanium C(CC)O[Ti](OCCC)(OCCC)OCCC